C(C(=C)C)(=O)OCCOC1=CC=C(C=C1)C1=CC=C(C=C1)OC1=C(C=CC(=C1)F)C 4-(2-methacryloyloxyethoxy)-4'-(4'-fluorotolyloxy)-biphenyl